COCCS(=O)(=O)N1C[C@H](OCC1)C1=CSC2=C1C=CC=C2 |r| rac-3-[4-(2-methoxyethylsulfonyl)morpholin-2-yl]benzothiophene